1-(8-bromo-6-cyclopropyl-imidazo[1,2-a]pyridin-2-yl)-2-((triisopropylsilyl)oxy)ethan-1-ol BrC=1C=2N(C=C(C1)C1CC1)C=C(N2)C(CO[Si](C(C)C)(C(C)C)C(C)C)O